5-hydroxy-dimethyltryptamine CN(C)CCC1=CNC2=C1C=C(C=C2)O